ClCCC=CCCl 1,5-dichloro-3-pentene